CC(CC=C(C=O)C1=CC=CC=C1)C (3-methylbutylidene)-phenylacetaldehyde